9-(4-(Difluoro(1-(3-fluoropropyl)azetidin-3-yl)methyl)phenyl)-8-(trans-4-methylcyclohexyl)-6,7-dihydro-5H-benzo[7]annulen FC(C1=CC=C(C=C1)C1=C(CCCC2=C1C=CC=C2)[C@@H]2CC[C@H](CC2)C)(C2CN(C2)CCCF)F